CC=1C=C(C[C@H](N)C(=O)O)C=CC1C 3,4-dimethyl-L-phenylalanine